N-ethyl-N'-(2-{[8-fluoro-6-hydroxy-7-(1,1,4-trioxo-1λ6,2,5-thiadiazolidin-2-yl)naphthalen-2-yl]oxy}ethyl)urea C(C)NC(=O)NCCOC1=CC2=C(C(=C(C=C2C=C1)O)N1S(NC(C1)=O)(=O)=O)F